C1(CC1)NCC1=C(N(C2=CC(=CC=C12)C)CC1=CC(=CC=C1)F)C(=O)O 3-[(cyclopropylamino)methyl]-1-[(3-fluorophenyl)methyl]-6-methyl-1H-indole-2-carboxylic acid